2-(2-propyl)cyclopropyl-propanol CC(C)C1C(C1)C(CC)O